FC1(CC(C1)N1C(=C(C2=CC(=CC=C12)O)C=1C=C(C(=O)O)C=CC1)C(C)C)F 3-[1-(3,3-difluorocyclobutyl)-5-hydroxy-2-isopropyl-indol-3-yl]benzoic acid